tert-Butyl 4-(4-[3-cyano-4-[(1R)-1-(2-methylpyrazol-3-yl)ethoxy]pyrazolo[1,5-a]pyridin-6-yl]-5-methylpyrazol-1-yl)piperidine-1-carboxylate C(#N)C=1C=NN2C1C(=CC(=C2)C=2C=NN(C2C)C2CCN(CC2)C(=O)OC(C)(C)C)O[C@H](C)C=2N(N=CC2)C